FC1=C(C(=CC=C1)OC)N1N=C2C(=CC1=O)NN=C2C=2C=C1CCN(CC1=CC2)C 5-(2-Fluoro-6-methoxyphenyl)-3-(2-methyl-1,2,3,4-tetrahydroisochinolin-6-yl)-1H-pyrazolo[4,3-c]pyridazin-6(5H)-on